NC=1C2=C(N(C(N1)=O)C1CCOCC1)N=C(C=C2)C2CC2 4-amino-7-cyclopropyl-1-(tetrahydro-2H-pyran-4-yl)pyrido[2,3-d]pyrimidin-2(1H)-one